2-fluoro-6-[(3,5-dimethoxybenzyl)amino]-9-(tetrahydrofuran-2-yl)-9H-purine FC1=NC(=C2N=CN(C2=N1)C1OCCC1)NCC1=CC(=CC(=C1)OC)OC